[N+](=O)([O-])C=1C(=CC(NC1C)=O)C 5-nitro-4,6-dimethyl-pyridone